ClC1=C(C=C(C=C1OC)OC)C1=CC2=C(N=C(N=C2)NC2=CC=C(C=C2)N2CC3CCC(C2)N3C)N3C1=NN=C3 6-(2-chloro-3,5-dimethoxyphenyl)-N-(4-(8-methyl-3,8-diazabicyclo[3.2.1]octan-3-yl)phenyl)-[1,2,4]triazolo[4',3':1,6]pyrido[2,3-d]pyrimidin-2-amine